7-((3-chloro-4-fluorobenzyl)oxy)-1,2,3,4-tetrahydroisoquinoline ClC=1C=C(COC2=CC=C3CCNCC3=C2)C=CC1F